benzyl 1,7-diazaspiro[3.5]nonane-1-carboxylate N1(CCC12CCNCC2)C(=O)OCC2=CC=CC=C2